CSC=1C2=C(SC1C1=NC3=CC=CC=C3C=C1)C=CC=C2 2-(3-(methylthio)benzo[B]thiophen-2-yl)quinoline